O=C1NC(CCC1N1C(N(C2=C1C=CC(=C2)CN2CC(C2)OC2CCN(CC2)C(=O)OCC2=CC=CC=C2)C)=O)=O Benzyl 4-((1-((1-(2,6-dioxopiperidin-3-yl)-3-methyl-2-oxo-2,3-dihydro-1H-benzo[d]imidazol-5-yl)methyl)azetidin-3-yl)oxy)piperidine-1-carboxylate